COC([C@@H](N(C)C(=O)C1=NC=C(C=C1)N)C(C)C)=O N-(5-aminopyridineformyl)-N-methyl-L-valine methyl ester